(1S,2R)-2-{[4-({[(1S,2R)-1-Ammonio-2,3-dihydro-1H-inden-2-yl]oxy}methyl)benzyl]oxy}-2,3-dihydro-1H-inden [NH3+][C@@H]1[C@@H](CC2=CC=CC=C12)OCC1=CC=C(COC2CC3=CC=CC=C3C2)C=C1